FC=1C(=NN(C1NC(C1=C(C=CC=C1)NC1=CC=C(C=C1)Cl)=O)C)C(F)(F)F N-(4-fluoro-1-methyl-3-(trifluoromethyl)-1H-pyrazol-5-yl)-2-((4-chlorophenyl)amino)benzamide